benzyl (S)-((4,4-difluorocyclohexyl)(7-fluoro-5-(3-methoxyprop-1-en-2-yl)benzo[d]oxazol-2-yl)methyl)carbamate FC1(CCC(CC1)[C@@H](C=1OC2=C(N1)C=C(C=C2F)C(=C)COC)NC(OCC2=CC=CC=C2)=O)F